N-(4-(4-amino-1-(2-fluoroethyl)-1H-pyrazolo[3,4-d]pyrimidin-3-yl)phenyl)-5-(5-Chloropyridin-2-yl)-1-isopropyl-4-oxo-1,4-dihydropyridazine-3-carboxamide NC1=C2C(=NC=N1)N(N=C2C2=CC=C(C=C2)NC(=O)C2=NN(C=C(C2=O)C2=NC=C(C=C2)Cl)C(C)C)CCF